BrC=1C=CC(=NC1)P(OC)(OC)=O dimethyl 5-bromopyridin-2-ylphosphonate